C(C)(C)(C)OC(=O)N1C[C@H](CC1)C1=CC=C(C=C1)NC(=O)OC1=CC=CC=C1 |r| (RS)-3-(4-Phenoxycarbonylamino-phenyl)-pyrrolidine-1-carboxylic acid tert-butyl ester